CP(C1=C(C=CC=C1)NC=1C2=C(N=C(N1)NC=1C=CC3=C(OC[C@@H]4N3CCN(C4)C)C1)C=CS2)(C)=O (R)-dimethyl-(2-((2-((3-methyl-1,2,3,4,4a,5-hexahydrobenzo[b]pyrazino[1,2-d][1,4]oxazin-8-yl)amino)thieno[3,2-d]pyrimidin-4-yl)amino)phenyl)phosphine oxide